C(CC(=O)O)(=O)O.C(C)[K] Monoethyl-potassium malonate